N,N'-dihexylethylenediamine C(CCCCC)NCCNCCCCCC